Cl.ClC=1C=C2C=NN(C2=CC1)C=1C(=NC=CC1)[C@H](CC1=NC(=CC=C1F)S(=O)(=O)C)N (S)-1-[3-(5-Chloro-1H-indazole-1-yl)-pyridine-2-yl]-2-(3-fluoro-6-methylsulfonylpyridine-2-yl)ethan-1-amine hydrochloride